ClC=1C=C2CCCNC2=CC1 6-chloro-1,2,3,4-tetrahydroquinoline